N-(2-Methoxy-5-(4-(trifluoromethyl)phenoxy)phenyl)-1-(1-methyl-5-oxo-pyrrolidine-2-carbonyl)-5-oxopyrrolidine-2-carboxamide COC1=C(C=C(C=C1)OC1=CC=C(C=C1)C(F)(F)F)NC(=O)C1N(C(CC1)=O)C(=O)C1N(C(CC1)=O)C